7-phenyl-8-(1H-pyrazol-4-yl)-[1,2,4]triazolo[4,3-c]pyrimidin-5-amine C1(=CC=CC=C1)C1=C(C=2N(C(=N1)N)C=NN2)C=2C=NNC2